ClC1=C(C=C(C=C1)N(C(/C=C/C(=O)OCC)=O)C)CC ethyl (E)-4-((4-chloro-3-ethylphenyl) (methyl) amino)-4-oxobut-2-enoate